5-fluoro-4-[4-methyl-5-oxo-3-(propan-2-yl)-4,5-dihydro-1H-1,2,4-triazol-1-yl]-2-{[(2S)-4-methylpent-2-yl]oxy}-N-(pyrimidin-2-yl)benzamide FC=1C(=CC(=C(C(=O)NC2=NC=CC=N2)C1)O[C@@H](C)CC(C)C)N1N=C(N(C1=O)C)C(C)C